2-amino-5-{2-amino-[1,2,4]triazolo[1,5-a]pyridin-7-yl}-N-{[2-(cyclopropylmethoxy)phenyl]methyl}pyridine-3-carboxamide NC1=NC=C(C=C1C(=O)NCC1=C(C=CC=C1)OCC1CC1)C1=CC=2N(C=C1)N=C(N2)N